C(C)(=O)O[C@@H]1[C@H](O[C@@H](C[C@H]1OC(C)=O)OCCOCCOCCOCCOCCOCCN=[N+]=[N-])COC(C)=O (2R,3S,4R,6S)-2-(acetoxymethyl)-6-((17-azido-3,6,9,12,15-pentaoxaheptadecyl) oxy)tetrahydro-2H-pyran-3,4-diyl diacetate